1-(1-(4-(Piperazin-1-yl)cyclohexyl)-1H-indol-4-yl)dihydropyrimidine-2,4(1H,3H)-dione N1(CCNCC1)C1CCC(CC1)N1C=CC2=C(C=CC=C12)N1C(NC(CC1)=O)=O